NCCCN(C(CCC(=O)O)=O)CCCN 4-(bis(3-aminopropyl)amino)-4-oxobutanoic acid